C1(=CC=C(C=C1)N(C1=CC=C(C=C1)N(C1=CC=C(C=C1)C=1C=C2C3=C(N(C2=CC1)C1=CC=CC=C1)N=CC=C3)C3=CC=CC=C3)C3=CC=C(C=C3)C=3C=C1C2=C(N(C1=CC3)C3=CC=CC=C3)N=CC=C2)C2=CC=CC=C2 N1-([1,1'-biphenyl]-4-yl)-N4-phenyl-N1,N4-bis(4-(9-phenyl-9H-pyrido[2,3-b]indol-6-yl)phenyl)benzene-1,4-diamine